1-(2-((4-(4-amino-2,3-dihydro-1H-inden-5-yl)-6-fluoropyridin-2-yl)oxy)ethyl)-4-fluoro-1H-pyrazole-3-sulfonamide NC1=C2CCCC2=CC=C1C1=CC(=NC(=C1)F)OCCN1N=C(C(=C1)F)S(=O)(=O)N